(3-hydroxy-4-methoxyphenyl)-3,4,5-trimethoxybenzamide OC=1C=C(C=CC1OC)C1=C(C(=O)N)C=C(C(=C1OC)OC)OC